ClC1=NC(=CC2=C1C=CN2)C 4-chloro-6-methyl-1H-pyrrolo[3,2-c]pyridine